C(C)(=O)OCN1NNN=C1CC[C@@H]1C[C@@H]2C[C@H](NC[C@@H]2CC1)C(=O)OCC(CC)CC 2-ethylbutyl (3S,4aR,6R,8aR)-6-{2-[1-(acetoxymethyl)-2H-tetraazol-5-yl]ethyl}perhydro-3-isoquinolinecarboxylate